COC1=C(C(=CC(=C1)C)C)C=1CCC2=C(N=C(N=C2C)C2CN(CCC2)C(=O)OC(C)(C)C)N1 tert-butyl 3-[7-(2-methoxy-4,6-dimethyl-phenyl)-4-methyl-5,6-dihydropyrido[2,3-d]pyrimidin-2-yl]piperidine-1-carboxylate